1-methyl-3-(5-ethoxycarbonyl-2-chloro-4-pyrimidinyl)indole CN1C=C(C2=CC=CC=C12)C1=NC(=NC=C1C(=O)OCC)Cl